((1S,4r)-oxetan-3-yl 4-(5-(2-(N-(tert-butyl) sulfamoyl)-4-(3-((S)-1-phenylethyl) ureido) phenyl) thiazol-2-yl) cyclohexyl) carbamate C(N)(OC1(CCC(CC1)C=1SC(=CN1)C1=C(C=C(C=C1)NC(=O)N[C@@H](C)C1=CC=CC=C1)S(NC(C)(C)C)(=O)=O)C1COC1)=O